Cl.C1(=CC=CC=C1)NC1N(C(=NC(=N1)N)N1CCCC1)C1=CC=CC=C1 N,N1-Diphenyl-6-pyrrolidin-1-yl-[1,3,5]triazine-2,4-diamine hydrochloride